FC1=CC=C(S1)CC[C@@]1(CN(CC1)C(C)(C)C=1C=NC(=CC1)C)C(C)(C)NC(=O)N |o1:8| (R or S)-1-(2-(3-(2-(5-fluorothiophen-2-yl)ethyl)-1-(2-(6-methylpyridin-3-yl)propan-2-yl)pyrrolidin-3-yl)propan-2-yl)urea